C(C)(C)(C1=CC=CC=C1)C1=CC=C(CS(=O)(=O)OC=2C=C(C=CC2)NC(=O)NC2=CC=C(C=C2)OS(=O)(=O)CC2=CC=C(C=C2)C(C)(C)C2=CC=CC=C2)C=C1 N-[3-(p-cumylbenzylsulfonyloxy)phenyl]-N'-[4-(p-cumylbenzylsulfonyloxy)phenyl]urea